methyl 1-((R)-3-((S)-7-fluoro-7-isopropyl-5,6,7,8-tetrahydrothiazolo[5,4-b]quinoline-2-carboxamido)-3-(6-(pyridazin-4-yl)pyridin-3-yl)propyl)piperidine-4-carboxylate F[C@@]1(CC=2C=C3C(=NC2CC1)SC(=N3)C(=O)N[C@H](CCN3CCC(CC3)C(=O)OC)C=3C=NC(=CC3)C3=CN=NC=C3)C(C)C